Bisisocyanatocyclohexyl-methane tert-Butyl-2-[(1,3-dihydropyrrolo[3,4-c]pyridine-2-carbonylamino)methyl]-8-azaspiro[2.5]octane-8-carboxylate C(C)(C)(C)OC(=O)N1CCCCC12C(C2)CNC(=O)N2CC=1C=NC=CC1C2.N(=C=O)C(C2CCCCC2)N=C=O